7-(2-amino-6-fluoro-5-(4-(4-isopropylpiperazin-1-yl)phenyl)pyridin-3-yl)-5-fluoro-2-methylquinazolin-4(3H)-one NC1=NC(=C(C=C1C1=CC(=C2C(NC(=NC2=C1)C)=O)F)C1=CC=C(C=C1)N1CCN(CC1)C(C)C)F